C(C)N1N=CC(=C1)C1=CC2=C(N(C=N2)C2=CC(=C(C(=O)N(C)CCOC)C(=C2)OC)OC)C=C1 4-[5-(1-ethylpyrazol-4-yl)benzimidazol-1-yl]-2,6-dimethoxy-N-(2-methoxyethyl)-N-methyl-benzamide